CC=1C=C(N2N=C(N=CC21)N[C@H]2[C@@H](COCC2)O)C2=NC=CC=C2 (3S,4R)-4-((5-methyl-7-(pyridin-2-yl)pyrrolo[2,1-f][1,2,4]triazin-2-yl)amino)tetrahydro-2H-pyran-3-ol